(R)-5-(((S)-4-(cyclopropylethynyl)-4-(1,1-difluoroethyl)-6-fluoro-2-oxo-1,2,3,4-tetrahydroquinazolin-7-yl)methyl)-1-methylimidazolidine-2,4-dione C1(CC1)C#C[C@@]1(NC(NC2=CC(=C(C=C12)F)C[C@@H]1C(NC(N1C)=O)=O)=O)C(C)(F)F